COC(C1=CC(=NC=C1)C1=CC(=C(C=C1)F)F)=O 2-(3,4-difluorophenyl)isonicotinic acid methyl ester